C1(=CC=CC=C1)N(C1=CC=C(C=C1)C1=CC(=C(N1)\N=C\1/N=C(C=C1C1=CC=CC=C1)C1=CC=C(N(C2=CC=CC=C2)C2=CC=CC=C2)C=C1)C1=CC=CC=C1)C1=CC=CC=C1 (Z)-4-(2-((5-(4-(diphenylamino)phenyl)-3-phenyl-1H-pyrrol-2-yl)imino)-3-phenyl-2H-pyrrol-5-yl)-N,N-diphenylaniline